O1C=NC(=C1)CN oxazol-4-ylmethanamine